2-((1-(6-Methyl-2-(2-methyl-2H-indazol-6-yl)-4-oxo-4H-chromen-8-yl)ethyl)amino)benzoic acid CC=1C=C2C(C=C(OC2=C(C1)C(C)NC1=C(C(=O)O)C=CC=C1)C=1C=CC2=CN(N=C2C1)C)=O